C1(CC1)C1=CC(=C(C=C1)N1CCNCC1)OC 1-(4-Cyclopropyl-2-methoxyphenyl)piperazine